FC1=C(C=C(C(=C1)C)C1=NC=C(C=N1)F)NC(=O)N1C2CC(CC1(C2)C(=O)O)C 6-((2-fluoro-5-(5-fluoropyrimidin-2-yl)-4-methylphenyl)carbamoyl)-3-methyl-6-azabicyclo[3.1.1]heptane-1-carboxylic acid